C12C3C4OC4CC3C(C(C1)OCC1CO1)C2 4-Oxatetracyclo[6.2.1.02,7.03,5]undec-9-ylglycidylether